FC1=NC=CC(=N1)C1=CN=C(S1)N(C(OC(C)(C)C)=O)COCC[Si](C)(C)C tert-butyl N-[5-(2-fluoropyrimidin-4-yl)-1,3-thiazol-2-yl]-N-{[2-(trimethylsilyl)ethoxy] methyl}carbamate